C1(CC1)NC(=O)C=1C(N(C=2N(C1O)N=CC2\C=C\C(=O)N2C(CCC2)C2CC2)CC(C)C)=O (E)-N-Cyclopropyl-3-(3-(2-cyclopropylpyrrolidin-1-yl)-3-oxoprop-1-en-1-yl)-7-hydroxy-4-isobutyl-5-oxo-4,5-dihydropyrazolo[1,5-a]pyrimidine-6-carboxamide